ClC=1C(=NC(=NC1)NC1=CC=C(C=C1)N1CCC(CC1)N1CCN(CC1)C)O[C@@H]1CO[C@H]2[C@@H]1OC[C@H]2O (3R,3aR,6R,6aR)-6-((5-Chloro-2-((4-(4-(4-methylpiperazin-1-yl)piperidin-1-yl)phenyl)amino)pyrimidin-4-yl)oxy)hexahydrofuro[3,2-b]furan-3-ol